ClC1=C(C=CC=C1)S(=O)(=O)/C=C/CNC(=O)C=1C(NC=2CCCCC2C1)=O N-[(2E)-3-(2-chlorobenzenesulfonyl)prop-2-en-1-yl]-2-oxo-1,2,5,6,7,8-hexahydroquinoline-3-carboxamide